(2S,5R)-5-(2-chlorophenyl)-1-(3-methoxy-[1,1'-biphenyl]-4-carbonyl)pyrrolidine-2-carboxylic acid ClC1=C(C=CC=C1)[C@H]1CC[C@H](N1C(=O)C1=C(C=C(C=C1)C1=CC=CC=C1)OC)C(=O)O